(2-(benzyloxy)-4,6-dihydroxy-3-methylphenyl)(4-vinylisoindolin-2-yl)methanone C(C1=CC=CC=C1)OC1=C(C(=CC(=C1C)O)O)C(=O)N1CC2=CC=CC(=C2C1)C=C